OC=1C(=NN(C(C1)=O)C1=CC=C(C=C1)F)C(=O)O 4-hydroxy-6-oxo-1-(4-fluorophenyl)-1,6-dihydropyridazine-3-carboxylic acid